tert-butyl 3-(7-(8-chloro-3-(methoxymethoxy)naphthalen-1-yl)-8-fluoro-2-((1-(hydroxymethyl)cyclopropyl)methoxy)pyrido[4,3-d]pyrimidin-4-yl)-3,8-diazabicyclo[3.2.1]octane-8-carboxylate ClC=1C=CC=C2C=C(C=C(C12)C1=C(C=2N=C(N=C(C2C=N1)N1CC2CCC(C1)N2C(=O)OC(C)(C)C)OCC2(CC2)CO)F)OCOC